1-(4-(2-((1-(1-ethoxypropan-2-yl)-1H-pyrazol-4-yl)amino)pyrimidin-4-yl)phenyl)imidazolidin-2-one C(C)OCC(C)N1N=CC(=C1)NC1=NC=CC(=N1)C1=CC=C(C=C1)N1C(NCC1)=O